3-tert-butyl-1-[(2R)-2-methyl-3-oxo-4-[(1R)-1-[4-(trifluoromethyl)pyrimidin-2-yl]ethyl]-2H-1,4-benzoxazin-7-yl]urea C(C)(C)(C)NC(NC1=CC2=C(N(C([C@H](O2)C)=O)[C@H](C)C2=NC=CC(=N2)C(F)(F)F)C=C1)=O